(5-iodo-2-methylphenyl)methanone methyl-6-chloro-5-(pent-3-yn-1-yloxy)nicotinate COC(C1=CN=C(C(=C1)OCCC#CC)Cl)=O.IC=1C=CC(=C(C1)C=O)C